C1(=CC=C(C=C1)C(=O)OCC(CCCCCCCCCC)(CCCCCCCC)C)C1=CC=CC=C1 2-methyl-2-octyldodecyl [1,1'-biphenyl]-4-carboxylate